O1C=C(N=C1)CO 1,4-oxazol-3-methanol